FC1=C(C=C(C=C1C)C1=C(C=CC=C1C)C)[C@H](CC(=O)OCC)NC(C(CC(C)C)N1C(C=C(C(=C1)CCN1CC(C1)OC)C(F)(F)F)=O)=O Ethyl (3S)-3-(4-fluoro-2',5,6'-trimethyl-[1,1'-biphenyl]-3-yl)-3-(2-(5-(2-(3-methoxyazetidin-1-yl)ethyl)-2-oxo-4-(trifluoromethyl)pyridin-1(2H)-yl)-4-methylpentanamido)propanoate